(4-amino-7-fluoro-1,3-dihydrofuro[3,4-c]quinolin-8-yl)((4R)-3,3-dimethyl-4-(4-(trifluoromethyl)phenyl)-1-pyrrolidinyl)methanone NC1=NC=2C=C(C(=CC2C2=C1COC2)C(=O)N2CC([C@H](C2)C2=CC=C(C=C2)C(F)(F)F)(C)C)F